C[C@H]1CC[C@@H](N(C1)C(C(=O)NC=1C2=C(C=NC1)C=NN2COCC[Si](C)(C)C)=O)C=2C=CC1=C(N=C(S1)N1CCN(CC1)C)C2 2-[(2R,5S)-5-methyl-2-[2-(4-methylpiperazin-1-yl)-1,3-benzothiazol-5-yl]-1-piperidyl]-2-oxo-N-[1-(2-trimethylsilylethoxymethyl)pyrazolo[4,3-c]pyridin-7-yl]acetamide